di-iso-nonanoyl peroxide C(CCCCCC(C)C)(=O)OOC(CCCCCC(C)C)=O